1,2,3,4-tetrahydro-naphthalen-2-yl-carbamic acid C1C(CCC2=CC=CC=C12)NC(O)=O